2-[2-[tert-butoxycarbonyl(methyl)amino]-3-(dimethylamino)-3-oxo-propyl]sulfanylacetic acid C(C)(C)(C)OC(=O)N(C(CSCC(=O)O)C(=O)N(C)C)C